4-[[2-(4-chloro-3-methoxy-phenyl)acetyl]amino]pyridine-2-carboxylic acid methyl ester COC(=O)C1=NC=CC(=C1)NC(CC1=CC(=C(C=C1)Cl)OC)=O